tert-butyl N-(14-bromo-3,6,9,12-tetraoxatetradecan-1-yl)carbamate BrCCOCCOCCOCCOCCNC(OC(C)(C)C)=O